[O-2].[Ta+5].[Ru+3].[O-2].[O-2].[O-2] ruthenium-tantalum oxide